ethyl-di-t-butylphosphine C(C)P(C(C)(C)C)C(C)(C)C